CC(=CCC/C(=C/CC/C(=C/CC/C(=C/CC/C(=C/CC/C(=C/CC/C(=C/CC/C(=C/CC/C(=C/CC1=C(C(=CC(=C1)C(=O)O)O)O)/C)/C)/C)/C)/C)/C)/C)/C)C The molecule is a dihydroxybenzoic acid that is 3,4-dihydroxybenzoic acid in which the hydrogen at position 5 is substituted by a nonaprenyl group. It is a dihydroxybenzoic acid and a member of catechols. It is a conjugate acid of a 3-nonaprenyl-4,5-dihydroxybenzoate.